(1-(4-((1-cyclopropyl-1H-imidazol-4-yl)amino)pyrrolo[2,1-f][1,2,4]triazin-2-yl)pyrrolidin-2-yl)methanol C1(CC1)N1C=NC(=C1)NC1=NC(=NN2C1=CC=C2)N2C(CCC2)CO